3-(3-chloro-4-fluorophenyl)-1-(((1r,4r)-4-hydroxycyclohexyl)methyl)-1-(1-(1-oxo-1,2-dihydroisoquinolin-4-yl)ethyl)urea ClC=1C=C(C=CC1F)NC(N(C(C)C1=CNC(C2=CC=CC=C12)=O)CC1CCC(CC1)O)=O